1,2,4,5-Tetramethylimidazole CN1C(=NC(=C1C)C)C